C(C)(C)(C)[SiH](N)C(C)(C)C bis-tertiary-butyl-aminosilane